5-(3,5-Dimethoxybenzyl)-8,9-dimethyl-3-(morpholin-4-yl)imidazo[1,2-c]Pteridine COC=1C=C(CN2CN3C(C4=NC=C(N=C24)N2CCOCC2)=NC(=C3C)C)C=C(C1)OC